3-(4-(((1-(4-((9-cyclopentyl-8-(phenylamino)-9H-purin-2-yl)amino)phenyl)piperidin-4-yl)(methyl)amino)methyl)-1-oxoisoindolin-2-yl)piperidine-2,6-dione C1(CCCC1)N1C2=NC(=NC=C2N=C1NC1=CC=CC=C1)NC1=CC=C(C=C1)N1CCC(CC1)N(C)CC1=C2CN(C(C2=CC=C1)=O)C1C(NC(CC1)=O)=O